C(C)(C)(C)[Si](C)(C)OC1=CC(=C(C=C1)OC)C(C)(C)C tertiary butyl-(3-(tertiary butyl)-4-methoxyphenoxy)dimethyl-silane